CN(CCOC1(CCOCC1)C=1C=CC(=NC1)N)C 5-(4-(2-(dimethylamino)ethoxy)tetrahydro-2H-pyran-4-yl)pyridin-2-amine